imidazo[1,5-a]pyridin-6-ylmethanol C=1N=CN2C1C=CC(=C2)CO